N-(4-tert-butyl-1-oxophthalazin-2(1H)-yl)-2-cyclopentylacetamide C(C)(C)(C)C1=NN(C(C2=CC=CC=C12)=O)NC(CC1CCCC1)=O